CN(S(=O)(=O)N1C[C@H](CCC1)C1=CC=C(C=C1)NC(OCC1=CN=CO1)=O)C oxazol-5-ylmethyl (R)-(4-(1-(N,N-dimethylsulfamoyl)piperidin-3-yl)phenyl)carbamate